The molecule is a beta-D-glucoside resulting from the formal condensation of 1-hydroxy group of beta-D-glucopyranose with the carboxy group of indole-3-butyric acid. It is a beta-D-glucoside, a monosaccharide derivative, an indolyl carbohydrate and an indolyl carboxylate ester. It derives from an indole-3-butyric acid. C1=CC=C2C(=C1)C(=CN2)CCCC(=O)O[C@H]3[C@@H]([C@H]([C@@H]([C@H](O3)CO)O)O)O